NC=1C2=C(NC1C)\C(\CC2)=C\2/C(NC1=CC=C(C=C21)F)=O (Z)-3-(3-amino-2-methyl-4,5-dihydrocyclopenta[b]pyrrol-6(1H)-ylidene)-5-fluoroindolin-2-one